(+)-6-{2-(3-methylphenyl)-6-[(methylamino)methyl]-4,5,6,7-tetrahydropyrazolo[1,5-a]pyrimidin-3-yl}-2-(2-methylphenyl)pyridazin-3(2H)-one CC=1C=C(C=CC1)C1=NN2C(NCC(C2)CNC)=C1C=1C=CC(N(N1)C1=C(C=CC=C1)C)=O